ClC=1C=C(CCN(C)CC=2C=C(N)C=CC2)C=CC1C(F)(F)F 3-(((3-chloro-4-(trifluoromethyl)phenethyl)(methyl)amino)-methyl)aniline